C1(=CC=CC2=CC=CC=C12)C=1C=C(C=CC1)Br 3-(1-naphthyl)-1-bromobenzene